C1(CCCCC1)NC(=O)NCCCl 1-cyclohexyl-3-(2-chloroethyl)urea